C1(CC1)OCC(=O)C1=CC(=CC=C1)OC(F)F 2-(cyclopropyloxy)-1-[3-(difluoromethoxy)phenyl]ethanone